(S)-5-fluoro-2-((1-(4-fluorophenyl)ethyl)amino)-6-((5-methyl-1H-pyrazol-3-yl)amino)nicotinonitrile FC=1C(=NC(=C(C#N)C1)N[C@@H](C)C1=CC=C(C=C1)F)NC1=NNC(=C1)C